(2s,4s)-1-(tert-butoxycarbonyl)-4-(methoxymethyl)-pyrrolidine-2-carboxylic acid monohydrate O.C(C)(C)(C)OC(=O)N1[C@@H](C[C@@H](C1)COC)C(=O)O